CC(O)OCCNC(C)(C)C T-butylaminoethoxyethanol